3-hydroxy-3-methyl-hexanoic acid OC(CC(=O)O)(CCC)C